FC=1C=C(C=C(C1)B1OC(C(O1)(C)C)(C)C)N1C(C2=CC=CC=C2CC1)=O 3-fluoro-5-(4,4,5,5-tetramethyl-1,3,2-dioxaborolan-2-yl)phenyl-3,4-dihydroisoquinolin-1(2H)-one